5-(2,2-Difluoroethoxy)-8-methyl-2-(2-methyl-1-benzofuran-3-yl)quinoline FC(COC1=C2C=CC(=NC2=C(C=C1)C)C1=C(OC2=C1C=CC=C2)C)F